C(CC)C(CC1(CCC(CC1)CCCC)CC(CCCCC)CCC)CCCCC di(2-propylheptyl)(n-butyl)cyclohexane